(R)-N-(8-(2-chloro-5-fluorophenyl)-3-ethyl-6-oxo-5,6,7,8-tetrahydroimidazo[1,5-a]pyrazin-1-yl)-3-fluoro-5-(trifluoromethyl)benzamide ClC1=C(C=C(C=C1)F)[C@@H]1C=2N(CC(N1)=O)C(=NC2NC(C2=CC(=CC(=C2)C(F)(F)F)F)=O)CC